CCCOP(=O)(OCCC)OC1=CC=C(C=C1)SC The molecule is an organophosphate insecticide and a dialkyl aryl phosphate. It has a role as an EC 3.1.1.7 (acetylcholinesterase) inhibitor and an agrochemical. It derives from a 4-(methylsulfanyl)phenol.